BrC1=CC(=NC=C1)COCC(C(C)NC(OC(C)(C)C)=O)(F)F tert-butyl (4-((4-bromopyridin-2-yl)methoxy)-3,3-difluorobutan-2-yl)carbamate